BrC1=C(OCCN2C(=NC=3C=C(C=C(C3C2=O)C#N)C(F)(F)F)C)C=CC(=C1)Cl 3-(2-(2-bromo-4-chloro-phenoxy)ethyl)-2-methyl-4-oxo-7-(trifluoromethyl)-3,4-dihydroquinazoline-5-carbonitrile